C(C)OC(=O)C=1C=2C3=C(NC2C=CC1)N=CN=C3 9H-pyrimido[4,5-b]Indole-5-carboxylic acid ethyl ester